C1(CCC1)NC(C[C@H](CCN1CC(CCC1)(F)F)NC(=O)C1=NN(C(=N1)C1=NC=CC=C1C(F)(F)F)C1CCCC1)=O (3S)-N-cyclobutyl-3-({1-cyclopentyl-5-[3-(trifluoromethyl)pyridin-2-yl]-1H-1,2,4-triazol-3-yl}formamido)-5-(3,3-difluoropiperidin-1-yl)pentanamide